C(C)(C)(C)OC(N(C)C1CCN(CC1)C1=CC=CC=2NCCOC21)=O.C(C=2C(O)=CC=CC2)=NNC(C=2C(O)=CC=CC2)=O N-salicylal-N'-salicyloyl-hydrazine tert-butyl-N-[1-(3,4-dihydro-2H-1,4-benzoxazin-8-yl)-4-piperidyl]-N-methyl-carbamate